C(C)OC(\C(=C\C)\C)=O (2E)-2-methyl-2-butenoic acid ethyl ester